triazadispiro[2.0.44.43]dodecan N1NC12C1(NCCC1)CCCC2